C(=O)(O)CNCCC[Si](O)(O)O N-carboxymethyl-3-aminopropyl-silanetriol